ClC1=C(OC2C(CNCC2)C2=CN(C=3C(NC=CC32)=O)C)C=CC(=C1)OC 4-(2-chloro-4-methoxyphenoxy)-3-(1-methyl-7-oxo-6,7-dihydro-1H-pyrrolo[2,3-c]pyridin-3-yl)piperidine